3-bromo-5-chloro-2-((1-((2-(trimethylsilyl)ethoxy)methyl)-1H-pyrazol-4-yl)amino)benzonitrile BrC=1C(=C(C#N)C=C(C1)Cl)NC=1C=NN(C1)COCC[Si](C)(C)C